methyl (7S)-3-{[(cyanomethyl)carbamoyl]methyl}-7-methyl-2-[2-(1H-pyrazol-1-yl)ethyl]-3H,6H,7H,8H,9H-imidazo[4,5-f]quinoline-6-carboxylate C(#N)CNC(=O)CN1C(=NC2=C3CC[C@@H](N(C3=CC=C21)C(=O)OC)C)CCN2N=CC=C2